1-Methyl-6-(methylthio)-1,2-dihydro-3H-benzo[e]indole-3-carboximidamide CC1CN(C=2C=CC3=C(C12)C=CC=C3SC)C(N)=N